1-benzyl-4-(4,5-dichloro-2-methoxyphenyl)pyrrolidine-3-carboxylate C(C1=CC=CC=C1)N1CC(C(C1)C1=C(C=C(C(=C1)Cl)Cl)OC)C(=O)[O-]